N(=C=S)C1=CC=C(CC2CN(CCN(CCCN(CCN(C2)CC(=O)O)CC(=O)O)CC(=O)O)CC(=O)O)C=C1 6-[p-(isothiocyanato)benzyl]-1,4,8,11-tetraazacyclotetradecane-1,4,8,11-tetraacetic acid